ClC=1N=C(C2=C(N1)C=CC=N2)N(C)C2CCCC2 2-chloro-N-cyclopentyl-N-methylpyrido[3,2-d]pyrimidin-4-amine